ClC1=C(NC=2C(N(C=C(C21)C2=CC(N(C=C2C2=CC=CC=C2)C)=O)C)=O)C=2C=NN(C2)C(F)(F)F 3-chloro-6-methyl-4-(1-methyl-2-oxo-5-phenyl-1,2-dihydropyridin-4-yl)-2-(1-(trifluoromethyl)-1H-pyrazol-4-yl)-1,6-dihydro-7H-pyrrolo[2,3-c]pyridin-7-one